(2s,4r)-4-hydroxy-1-(2-(4-methoxy-1H-benzo[d][1,2,3]triazol-1-yl)-3-methylbutanoyl)-N-methylpyrrolidine-2-carboxamide O[C@@H]1C[C@H](N(C1)C(C(C(C)C)N1N=NC2=C1C=CC=C2OC)=O)C(=O)NC